2,5-dioxopyrrolidin-1-yl ((S)-37-(4-(2,5-dioxo-2,5-dihydro-1H-pyrrol-1-yl) butanamido)-31-oxo-2,5,8,11,14,17,20,23,26,29-decaoxa-32-azaoctatriacontan-38-oyl)-L-valinate O=C1N(C(C=C1)=O)CCCC(=O)N[C@@H](CCCCNC(COCCOCCOCCOCCOCCOCCOCCOCCOCCOC)=O)C(=O)N[C@@H](C(C)C)C(=O)ON1C(CCC1=O)=O